FC1=C(C=C(C=C1)F)[C@H](CC1=NC(=NC(=N1)N[C@@H](CO)CC(C)C)NS(=O)(=O)C)C |o1:8| N-(4-((S*)-2-(2,5-difluorophenyl)propyl)-6-(((R)-1-hydroxy-4-methylpentan-2-yl)amino)-1,3,5-triazin-2-yl)methanesulfonamide